2-amino-6-bromo-3-propylquinazolin-4(3H)-one NC1=NC2=CC=C(C=C2C(N1CCC)=O)Br